2-Bromo-nitrobenzol BrC1=C(C=CC=C1)[N+](=O)[O-]